C1NCCC2=C1C=1C(=C2)C1C(=O)O tetrahydrocyclopropa[4,5]cyclopenta[1,2-c]pyridine-6-carboxylic acid